O=C1NC[C@H](C[C@@H]1NC(=O)OC(C)(C)C)C (3S,5S)-2-oxo-3-(tert-butoxycarbonylamino)-5-methylpiperidine